COC1=NC=CC(=C1N1CCC(CC1)=O)C(F)(F)F 2'-Methoxy-4'-trifluoromethyl-2,3,5,6-tetrahydro-[1,3']bipyridinyl-4-one